C(C)OC(=O)C=1N=C(SC1CCCOC)NC(C)=O acetylamino-5-(3-methoxypropyl)-1,3-thiazole-4-carboxylic acid ethyl ester